CN(CC(=O)N1CCC(CC1)N1C[C@H](CCC1)N1C=CC2=C(C=CC(=C12)C)F)C (S)-N-(1'-(dimethylglycyl)-[1,4'-bipiperidin]-3-yl)-4-fluoro-7-methyl-1H-indole